COC1=CC=C(C=C1)C=1C=C2C=C(C(N(C2=CC1)CCN1CCOCC1)=O)C(=O)OCC ethyl 6-(4-methoxyphenyl)-1-(2-morpholinoethyl)-2-oxo-1,2-dihydroquinoline-3-carboxylate